3-ethylbenzothiazolium perchlorate Cl(=O)(=O)(=O)[O-].C(C)[N+]1=CSC2=C1C=CC=C2